C(C)(C)C1=C(C=CC=C1)C1N(CCN(C1)C1CCOCC1)C1CC2(C1)CCNCC2 2-(2-(2-isopropylphenyl)-4-(tetrahydro-2H-pyran-4-yl)piperazin-1-yl)-7-azaspiro[3.5]nonane